ClC=1N=C(C=2C=3N(C(=NC2N1)C1=CC=CC2=CC=CC(=C12)Cl)N=CC3)N3CC(NCC3)CC#N 2-(4-(3-chloro-6-(8-chloronaphthalen-1-yl)pyrazolo[1,5-c]pyrimido[5,4-e]pyrimidin-1-yl)piperazin-2-yl)acetonitrile